C(C)(C)(C)OC(=O)N1[C@@H](CN([C@H](C1)CCl)CC1=CC=CC=C1)C (2R,5R)-4-benzyl-5-chloromethyl-2-methyl-piperazine-1-carboxylic acid tert-butyl ester